(S)-16-(non-8-en-1-yloxy)-1-phenyl-2,5,8,11,14,18-hexaoxaheptacos-26-ene C(CCCCCCC=C)O[C@H](COCCOCCOCCOCCOCC1=CC=CC=C1)COCCCCCCCC=C